2-(3,4-dimethoxyphenyl)-1-ethyl-6-(1'-isopropyl-[1,4'-bipiperidin]-4-yl)-1H-benzo[d]imidazole COC=1C=C(C=CC1OC)C1=NC2=C(N1CC)C=C(C=C2)C2CCN(CC2)C2CCN(CC2)C(C)C